(S)-2-(((S)-6-chloro-8-fluoro-1,2,3,4-tetrahydronaphthalen-2-yl)amino)-N-(1-(2-methyl-1-(neopentanylamino)propan-2-yl)-1H-imidazol-4-yl)pentanoamide dihydrobromide Br.Br.ClC=1C=C2CC[C@@H](CC2=C(C1)F)N[C@H](C(=O)NC=1N=CN(C1)C(CNCC(C)(C)C)(C)C)CCC